zinc methane di(methylphosphinate) CP([O-])=O.CP([O-])=O.C.[Zn+2]